N-(5-(3-cyclopropyl-4-oxo-3,4-dihydro-quinazolin-6-yl)pyridin-2-yl)pentanamide C1(CC1)N1C=NC2=CC=C(C=C2C1=O)C=1C=CC(=NC1)NC(CCCC)=O